C(CO)(=O)O.[Na].[Na] disodium glycolic acid